2-{1-[2-(5-methyl-3-trifluoromethyl-pyrazole-1-yl)-acetyl]-piperidin-4-yl}-thiazole-4-carboxylic acid methyl-(R)-1,2,3,4-tetrahydro-naphthalen-1-yl-amide CN(C(=O)C=1N=C(SC1)C1CCN(CC1)C(CN1N=C(C=C1C)C(F)(F)F)=O)[C@@H]1CCCC2=CC=CC=C12